2-[4-[phenyl-(6-phenyl-4-dibenzofuranyl)amino]-1-naphthyl]phenol C1(=CC=CC=C1)N(C1=CC=C(C2=CC=CC=C12)C1=C(C=CC=C1)O)C1=CC=CC2=C1OC1=C2C=CC=C1C1=CC=CC=C1